5-(2-Cyclopropyl-4-(piperidin-4-yl)pyrimidin-5-yl)-3-methylisoxazole 2,2,2-trifluoroacetate FC(C(=O)O)(F)F.C1(CC1)C1=NC=C(C(=N1)C1CCNCC1)C1=CC(=NO1)C